C1(CC1)C1=NN=C2N1C1=C(C(=CC(=C1NC2(C)C)F)C2=C1C=CN(C1=CC(=C2)F)S(=O)(=O)C)C 1-Cyclopropyl-6-fluoro-8-(6-fluoro-1-methylsulfonyl-1H-indol-4-yl)-4,4,9-trimethyl-5H-[1,2,4]triazolo[4,3-a]quinoxaline